COC(N[C@H](C(=O)NC=1C(N(C=CC1)CC1=NC2=C(N1)C=C(C=C2)OCC2=C(C=C(C=C2)F)F)=O)CC\C=C\C(=O)N(C)C)=O Methyl-(S,E)-(1-((1-((6-((2,4-difluorobenzyl)oxy)-1H-benzo[d]imidazol-2-yl)methyl)-2-oxo-1,2-dihydropyridin-3-yl)amino)-7-(dimethylamino)-1,7-dioxohept-5-en-2-yl)carbamat